4,4-dimethyl-1,10-diazatricyclo[6.4.0.0^[2,6]]Dodecane-2(6),7-dien-9-one CC1(CC=2N3CCNC(C3=CC2C1)=O)C